N(=[N+]=[N-])C(C)(C)C1=CN=C(C2=CN=C(C=C12)Cl)OC(CC1S(CCC1)(=O)=O)C 2-(2-((4-(2-Azidopropan-2-yl)-6-chloro-2,7-naphthyridin-1-yl)oxy)propyl)tetrahydrothiophene 1,1-dioxide